C1=CC=CC=2C3=CC=CC=C3C(C12)N1CC=2N=C(N=C(C2C1)N1C[C@@H](NCC1)CC#N)OC[C@H]1N(CCC1)C (S)-4-(6-(9H-fluoren-9-yl)-2-(((S)-1-methylpyrrolidin-2-yl)methoxy)-6,7-dihydro-5H-pyrrolo[3,4-d]pyrimidin-4-yl)piperazin-2-ylacetonitrile